7-(benzyloxy)-3,4,12,12a-tetrahydro-1H-[1,4]oxazino[3,4-c]pyrido[2,1-f][1,2,4]triazine C(C1=CC=CC=C1)OC1=CC=CN2NC3N(C=C21)CCOC3